The molecule is a hydroxy fatty acid anion that is the conjugate base of (13Z,16Z,19Z,22Z)-2-hydroxyoctacosatetraenoic acid, obtained by deprotonation of the carboxy group; major species at pH 7.3. It is a 2-hydroxy fatty acid anion, a hydroxy polyunsaturated fatty acid anion and an ultra-long-chain fatty acid anion. It is a conjugate base of a (13Z,16Z,19Z,22Z)-2-hydroxyoctacosatetraenoic acid. CCCCC/C=C\\C/C=C\\C/C=C\\C/C=C\\CCCCCCCCCCC(C(=O)[O-])O